CC1C(N=C(S1)C1=CC=CC=C1)=O 5-methyl-2-phenylthiazol-4(5H)-one